FC(C(C(F)(F)F)(C1=CC=C(N)C=C1)C1=CC=C(N)C=C1)(F)F 4,4'-(Hexafluoroisopropyliden)-Dianilin